1-(benzofuran-2-ylmethyl)-5-fluoro-1H-indole-7-carboxylic acid methyl ester COC(=O)C=1C=C(C=C2C=CN(C12)CC=1OC2=C(C1)C=CC=C2)F